5-methyl-3-vinyl-1,3-oxazolidin-2-one CC1CN(C(O1)=O)C=C